[Ge].[Cu].[Ni].[Al] aluminium-nickel-copper-germanium